C(C1=CC=CC=C1)N1C(C(C=C1C1=CC=CC=C1)(CC(C(C(C(F)(F)F)(F)F)(F)F)(F)F)C)=O 1-Benzyl-3-methyl-3-(2,2,3,3,4,4,5,5,5-nonafluoropentyl)-5-phenyl-1,3-dihydro-2H-pyrrol-2-one